C(CCCCCCCCC)OC1=C(C(=CC=C1)O)C(\C=C\C1=CC(=CC=C1)OCOC)=O (E)-1-(2-Decoxy-6-hydroxyphenyl)-3-[3-(methoxymethoxy)phenyl]prop-2-en-1-one